4-Methylphenylacetaldehyd CC1=CC=C(C=C1)CC=O